5-Bromo-N-(methyl-d3)pyridine-2-sulfonamide BrC=1C=CC(=NC1)S(=O)(=O)NC([2H])([2H])[2H]